(R)-(4-fluorophenyl)(1-isopropyl-8-methyl-3-(3-methyl-1,2,4-Thiadiazol-5-yl)-5,6-dihydroimidazo[1,5-a]pyrazin-7(8H)-yl)methanone FC1=CC=C(C=C1)C(=O)N1[C@@H](C=2N(CC1)C(=NC2C(C)C)C2=NC(=NS2)C)C